N-(3,4-difluorobenzyl)-5-((9aS)-2-(2-(4-fluorophenyl)propyl)-3-(5-methyl-1,3,4-oxadiazol-2-yl)-5-oxo-7,8,9,9a-tetrahydro-5H-pyrido[2,3-a]pyrrolizin-4-yl)thiophene-2-carboxamide FC=1C=C(CNC(=O)C=2SC(=CC2)C2=C(C(=NC3=C2C(N2CCC[C@@H]32)=O)CC(C)C3=CC=C(C=C3)F)C=3OC(=NN3)C)C=CC1F